3-butyl-8-(hydroxymethyl)-2-methyl-7-(methylthio)-5-phenyl-2,3,4,5-tetrahydro-1,2,5-benzothiadiazepine 1,1-dioxide C(CCC)C1N(S(C2=C(N(C1)C1=CC=CC=C1)C=C(C(=C2)CO)SC)(=O)=O)C